4-(4,4-Difluoropiperidin-1-yl)-2-(3,6-dihydro-2H-pyran-4-yl)-5-(trifluoromethyl)-1H-pyrrolo[2,3-b]pyridine FC1(CCN(CC1)C1=C2C(=NC=C1C(F)(F)F)NC(=C2)C=2CCOCC2)F